chroman-6-carboxamide O1CCCC2=CC(=CC=C12)C(=O)N